isopropylcyclopentadienylindium C(C)(C)[In]C1C=CC=C1